ClCC=1C(=NC=CC1C)SC 3-(chloromethyl)-4-methyl-2-(methylsulfanyl)pyridine